(R)-1-(3-chlorophenyl)-2-(phenylseleno)ethane-1-ol ClC=1C=C(C=CC1)[C@H](C[Se]C1=CC=CC=C1)O